C1(CC1)C=1OC2=C(N1)C=C(C=C2)NC(C2=CC=CC=C2)=O N-(2-cyclopropyl-1,3-benzoxazol-5-yl)benzamide